ClC1=C(OC2=C1C=CC=C2C2=C(C=CC(=C2)C#N)OC)C(=O)N[C@H]2C[C@H](CC2)O chloro-7-(5-cyano-2-methoxy-phenyl)-N-[(1R,3S)-3-hydroxycyclopentyl]benzofuran-2-carboxamide